(6-(1-isopropyl-4-(trifluoromethyl)-1H-imidazol-2-yl)pyridin-3-yl)methanamine C(C)(C)N1C(=NC(=C1)C(F)(F)F)C1=CC=C(C=N1)CN